C(C1=CC=CC=C1)OC(=O)N1[C@H]([C@@H](CC1)C(F)F)C(=O)O trans-1-((benzyloxy)carbonyl)-3-(difluoromethyl)pyrrolidine-2-carboxylic acid